C(#N)C1=CC=C(C=C1)NC(=O)C=1NC=C(C1)C1=NC(=NC=C1C(F)(F)F)NC1CNCCC1 N-(4-cyanophenyl)-4-{2-[(piperidin-3-yl)amino]-5-(trifluoromethyl)pyrimidin-4-yl}-1H-pyrrol-2-carboxamide